2-(2,6-dioxopiperidin-3-yl)-5-(piperazin-1-yl)isoindoline-1,3-dione HCl salt Cl.O=C1NC(CCC1N1C(C2=CC=C(C=C2C1=O)N1CCNCC1)=O)=O